ClC1=NC(=CC(=C1)C=1NCCC(C1)C)Cl 2',6'-Dichloro-4-methyl-1,4,5,6-tetrahydro-2,4'-bipyridine